FC(OC=1C=CC=C2C=C(C=NC12)OCCC=1C=C2C(=CNC2=CC1)NC(C)=O)(F)F N-[5-(2-{[8-(trifluoromethoxy)quinolin-3-yl]oxy}ethyl)-1H-indol-3-yl]acetamide